FC=1C(=CC(=NC1)C)C=1NC2=CC=C(C=C2C1C(C)C)C1CCN(CC1)CC1=CN=CS1 5-((4-(2-(5-fluoro-2-methylpyridin-4-yl)-3-isopropyl-1H-indol-5-yl)piperidin-1-yl)methyl)thiazole